OC[C@H](C1=CC=CC=C1)NC1=NC(=NC=C1C1=NC=NO1)NC=1C=C2C(N(C(C2=CC1)=O)CCC)(C)C (S)-5-((4-((2-hydroxy-1-phenylethyl)amino)-5-(1,2,4-oxadiazol-5-yl)pyrimidin-2-yl)amino)-3,3-dimethyl-2-propylisoindolin-1-one